1,4-diisopropylthioxanthone C(C)(C)C1=CC=C(C=2SC3=CC=CC=C3C(C12)=O)C(C)C